5-(dimethylamino)-N-((7-fluoro-5-(pyridin-4-yl)-2,3-dihydro-1H-inden-4-yl)carbamoyl)pyrazine-2-sulfonamide CN(C=1N=CC(=NC1)S(=O)(=O)NC(NC1=C2CCCC2=C(C=C1C1=CC=NC=C1)F)=O)C